tert-butyl N-[[4-[[7-[bis[(2,4-dimethoxyphenyl)methyl]amino]-4-isopropoxy-imidazo[4,5-d]pyridazin-3-yl]methyl]phenyl]methyl]carbamate COC1=C(C=CC(=C1)OC)CN(C=1N=NC(=C2C1N=CN2CC2=CC=C(C=C2)CNC(OC(C)(C)C)=O)OC(C)C)CC2=C(C=C(C=C2)OC)OC